CC(C(=O)OCCCNC1=C2C(C=3C=CC=C(C3C(C2=CC=C1)=O)NCCCOC(C(=C)C)=O)=O)=C.BrC1=CC=CC=2C(=C(OC21)I)CC(F)(F)F 7-bromo-2-iodo-3-(2,2,2-trifluoroethyl)benzofuran 3-{[5-((3-[(2-methylprop-2-enoyl)oxy]propyl)amino)-9,10-dioxoanthracen-1-yl]amino}propyl-2-methylprop-2-enoate